2-amino-4,6-dimethyl-5-bromopyrimidine NC1=NC(=C(C(=N1)C)Br)C